C1=CC=CC=2C3=CC=CC=C3C(C12)COC(=O)N[C@H](C(=O)O)CC1=CC=C(C=C1)C1=CC2=C(C=CO2)C=C1 (S)-2-((((9H-fluoren-9-yl)methoxy)carbonyl)amino)-3-(4-(benzofuran-6-yl)phenyl)propanoic acid